FC(C1=NN=C(O1)C=1C=CC(=NC1)CN1C(N(C2=C1C=C(C=C2)F)C2CCN(CC2)C2CCSCC2)=O)F 3-((5-(5-(difluoromethyl)-1,3,4-oxadiazole-2-yl)pyridine-2-yl)methyl)-5-fluoro-1-(1-(tetrahydro-2H-thiopyran-4-yl)piperidine-4-yl)-1,3-dihydro-2H-benzo[d]imidazole-2-one